4-(3-(3,5-dichlorophenyl)-4,4,4-trifluorobut-2-enoyl)-2-methyl-N-(2-oxo-2-((2,2,2-trifluoroethyl)amino)ethyl)-benzamide ClC=1C=C(C=C(C1)Cl)C(=CC(=O)C1=CC(=C(C(=O)NCC(NCC(F)(F)F)=O)C=C1)C)C(F)(F)F